N[C@@H](C(C)(O)C)C1=CC=C(C=C1)OC([C@H](CCC)C([2H])([2H])[2H])([2H])[2H] (R)-1-amino-2-methyl-1-(4-(((S)-2-(methyl-d3)pentyl-1,1-d2)oxy)phenyl)propan-2-ol